NC=1C=C(OC=2C=C(C#N)C=CC2)C=CC1[N+](=O)[O-] 3-(3-amino-4-nitrophenoxy)benzonitrile